C(C)OC1=C(C=CC=C1)C(CC(CCCC)=O)=O 1-(2-ethoxyphenyl)-1,3-heptanedione